O=C1NC(CCC1N1C(C2=CC=CC(=C2C1=O)N[C@H](C)C1=CC=C(C=C1)C)=O)=O 2-(2,6-dioxopiperidin-3-yl)-4-(((R)-1-(p-tolyl)ethyl)amino)isoindoline-1,3-dione